2-hydroxy-methyl-2-methyl-phenyl-propane OC(C(C1=C(C=CC=C1)C)C)C